C(C)P(=O)(CC)C1=CC(=NC2=C(N=CC=C12)C1=CC=NN1C1OCCCC1)N1[C@@H](COCC1)C 4-(diethylphosphoryl)-2-[(3R)-3-methylmorpholin-4-yl]-8-[1-(tetrahydro-2H-pyran-2-yl)-1H-pyrazol-5-yl]-1,7-naphthyridine